4-bromo-1-(4-methoxybenzyl)-1H-pyrrolo[2,3-b]Pyridine BrC1=C2C(=NC=C1)N(C=C2)CC2=CC=C(C=C2)OC